C(C1=CC=CC=C1)OC(=O)N[C@H](C=1N=C2N(N=C(C=C2)CC2(C(NCC(C2)C(F)(F)F)=O)C(=O)OC)C1)C1CCCCCC1 methyl 3-((2-((S)-(((benzyloxy)carbonyl)amino)(cycloheptyl)methyl)imidazo[1,2-b]pyridazin-6-yl)methyl)-2-oxo-5-(trifluoromethyl)piperidine-3-carboxylate